methyl 2-(5-fluoro-2-(methoxymethoxy)phenyl)-2-(6-(4-(1-methylpiperidin-4-yl)phenyl)-4-oxo-2H-benzo[e][1,3]oxazin-3(4H)-yl)acetate FC=1C=CC(=C(C1)C(C(=O)OC)N1COC2=C(C1=O)C=C(C=C2)C2=CC=C(C=C2)C2CCN(CC2)C)OCOC